C(C)(C)(C)OC(=O)NC1=C(C=C(C=C1)C1=CC(=CC(=C1)C(F)(F)F)O)C(=O)O 4-((tert-butoxycarbonyl)amino)-3'-hydroxy-5'-(trifluoromethyl)-[1,1'-biphenyl]-3-carboxylic acid